tert-butyl (3-(3-(6-chloro-1H-benzo[d]imidazol-2-yl)-1H-indazole-5-carboxamido)propyl)carbamate ClC=1C=CC2=C(NC(=N2)C2=NNC3=CC=C(C=C23)C(=O)NCCCNC(OC(C)(C)C)=O)C1